O(C1=CC=CC=C1)C1CNC1 3-phenoxyazetidine